N-(3-Methylphenyl)-2-[4-([1,2,4]triazolo[1,5-a]pyridin-7-yl)phenyl]acetamide CC=1C=C(C=CC1)NC(CC1=CC=C(C=C1)C1=CC=2N(C=C1)N=CN2)=O